CC(C)([Si](OCC(CO[Si](C(C)(C)C)(C)C)OC=1C=NC=CC1)(C)C)C 3-((2,2,3,3,9,9,10,10-octamethyl-4,8-dioxa-3,9-disilan-undec-6-yl)oxy)pyridine